N-methyl-3-(1,2,3,6-tetrahydropyridin-4-yl)aniline tristrifluoroacetic acid salt FC(C(=O)O)(F)F.FC(C(=O)O)(F)F.FC(C(=O)O)(F)F.CNC1=CC(=CC=C1)C=1CCNCC1